2-(2-(cyclopropylsulfonyl)ethyl)-N-(2,4-dimethoxybenzyl)-7-(3-fluorophenyl)-8-methyl-[1,2,4]triazolo[1,5-c]pyrimidin-5-amine C1(CC1)S(=O)(=O)CCC1=NN2C(=NC(=C(C2=N1)C)C1=CC(=CC=C1)F)NCC1=C(C=C(C=C1)OC)OC